2-amino-3-ethyltoluene NC1=C(C)C=CC=C1CC